C(C=1C(O)=CC=CC1)(=O)O.C(C=1C(O)=CC=CC1)(=O)O.FC1=CC=C(OC=2C=C(OC3C=CC(C3)N(C(=O)N)O)C=CC2)C=C1 (+)-N-{4-[3-(4-fluorophenoxy)phenoxy]-2-cyclopenten-1-yl}-N-hydroxyurea bis-salicylate